[Cl-].C(=O)(O)CCCC[S+](CCCCCCCCCCCCCC)CCCC S-(4-carboxybutyl)-butyl-tetradecyl-sulfonium chloride salt